FC(C1=CC=C2C=CC(=NC2=C1)NC1=CC=C2C=CNC2=C1)F 7-(difluoromethyl)-N-(1H-indol-6-yl)quinolin-2-amine